NC=1C2=C(N=CN1)N(C=C2C=2SC1=C(C2)C=C(C=C1OC)C)C1CN(CC1)C(CC)=O 1-(3-(4-amino-5-(7-methoxy-5-methylbenzothiophen-2-yl)-7H-pyrrolo[2,3-d]pyrimidin-7-yl)pyrrolidin-1-yl)propan-1-one